N-((1S,3S)-3-((4-(pyrazolo[1,5-a]pyrimidin-5-yl)pyrimidin-2-yl)amino)cyclopentyl)acetamide N1=CC=C2N1C=CC(=N2)C2=NC(=NC=C2)N[C@@H]2C[C@H](CC2)NC(C)=O